phenyl-methylenebis(dihydro-4H-oxazine) C1(=CC=CC=C1)C(C1NOC=CC1)C1NOC=CC1